CC1=NC=C(C(=C1)C1=CC=2N(C=C1)N=C(C2)NC2=CC=C(C=N2)C(=O)N)OC2C[C@H]1COC[C@@H](C2)N1 6-[[5-[2-methyl-5-[[(1R,5S,7s)-3-oxa-9-azabicyclo[3.3.1]nonan-7-yl]oxy]-4-pyridyl]pyrazolo[1,5-a]pyridin-2-yl]amino]pyridine-3-carboxamide